heptyl icosanoate C(CCCCCCCCCCCCCCCCCCC)(=O)OCCCCCCC